C(#N)CCN(C1=C(C=CC=C1)CC)C(=O)OC N-cyanoethyl-N-methoxycarbonyl-ethyl-aniline